C1(CCC1)N1C(=NC2=NC(=NC(=C12)N1CC2CCC(C1)N2)OC[C@@H]2CCC(N2C)=O)OC2=CC(=CC1=CC=C(C(=C21)C#C)F)O (5S)-5-[({7-cyclobutyl-6-(3,8-diazabicyclo[3.2.1]octan-3-yl)-8-[(8-ethynyl-7-fluoro-3-hydroxy-1-naphthyl)oxy]-7H-purin-2-yl}oxy)methyl]-1-methylpyrrolidin-2-one